C(#N)SSC#N Thiocyanogen